1-bromo-3,3-dimethylbutane-2-one BrCC(C(C)(C)C)=O